C(C)C=1C(NC(=CC1)C1CNCCC1)=O 3-ethyl-6-(piperidin-3-yl)-1H-pyridin-2-one